tert-butyl 2-(3,4-dichlorophenyl)-1-ethyl-6-[(4-methoxycarbonyl-pyrazol-1-yl)methyl]-4-oxo-pyridine-3-carboxylate ClC=1C=C(C=CC1Cl)C=1N(C(=CC(C1C(=O)OC(C)(C)C)=O)CN1N=CC(=C1)C(=O)OC)CC